O[C@H]1CC[C@H](CC1)C(=O)OCC ethyl cis-4-hydroxycyclohexylcarboxylate